1-(6-(4-isopropyl-4H-1,2,4-triazol-3-yl)pyridin-2-yl)-3-(4-(1,2,3,6-tetrahydropyridin-4-yl)isoquinolin-1-yl)urea C(C)(C)N1C(=NN=C1)C1=CC=CC(=N1)NC(=O)NC1=NC=C(C2=CC=CC=C12)C=1CCNCC1